2-(2-(2-(5-(methoxycarbonyl)-1-methyl-1H-pyrazol-3-yl)hydrazono)ethylidene)-1,1,1-trimethylhydrazin-1-ium iodide [I-].COC(=O)C1=CC(=NN1C)NN=CC=N[N+](C)(C)C